8-((3R)-4-((4-Fluorophenyl)(pyrimidin-4-yl)methyl)-3-methylpiperazin-1-yl)-5-methyl-6-oxo-5,6-dihydro-1,5-naphthyridin-2,7-dicarbonitril FC1=CC=C(C=C1)C(N1[C@@H](CN(CC1)C1=C(C(N(C=2C=CC(=NC12)C#N)C)=O)C#N)C)C1=NC=NC=C1